ClC=1N=CC(=NC1)C1=CC=C(C(=O)OC)C=C1 methyl 4-(5-chloropyrazin-2-yl)benzoate